methyl (S)-3-bromo-4-(((1-hydroxy-3-phenylpropan-2-yl)amino)methyl)benzoate hydrochloride Cl.BrC=1C=C(C(=O)OC)C=CC1CN[C@H](CO)CC1=CC=CC=C1